CC1(OB(OC1(C)C)C1=CC=C(OCCO)C=C1)C 2-(4-(4,4,5,5-tetramethyl-1,3,2-dioxaborolan-2-yl)phenoxy)ethanol